ClC1=C(C=C(C=C1)F)[C@@H]1NC(C2=C3C(=CC(=C12)NC(C1=CC(=CC(=C1)C(F)(F)F)F)=O)N(C(N3)=O)CC(F)F)=O (R)-N-(6-(2-chloro-5-fluorophenyl)-3-(2,2-difluoroethyl)-2,8-dioxo-1,2,3,6,7,8-hexahydroimidazo[4,5-e]isoindol-5-yl)-3-fluoro-5-(trifluoromethyl)benzamide